methyl 6-(2-cyano-4-(5-methyl-1,2,4-oxadiazol-3-yl)phenyl)nicotinate C(#N)C1=C(C=CC(=C1)C1=NOC(=N1)C)C1=NC=C(C(=O)OC)C=C1